methyl 5-methylsulfanylthiophen-2-carboxylate CSC1=CC=C(S1)C(=O)OC